NCC1(CN(C(O1)=O)C=1C=CC=2OCC(NC2N1)=O)CCNCC1CC=2C=CC=C(C2C1)C#N 2-[[2-[5-(aminomethyl)-2-oxo-3-(3-oxo-4H-pyrido[3,2-b][1,4]oxazin-6-yl)-1,3-oxazolidin-5-yl]ethylamino]methyl]-2,3-dihydro-1H-indene-4-carbonitrile